methyl 3-(1-ethyl-4-methyl-1H-pyrazol-3-yl)-5-fluorobenzoate C(C)N1N=C(C(=C1)C)C=1C=C(C(=O)OC)C=C(C1)F